tert-butyl 3-amino-6-bromo-1H-indazole-1-carboxylate NC1=NN(C2=CC(=CC=C12)Br)C(=O)OC(C)(C)C